O(C1=CC=CC=C1)C1=CC=C(C=C1)C1CN(C1)C(=O)N1C[C@@H]2[C@H](OCC(N2)=O)CC1 (+)-trans-6-[3-(4-Phenoxyphenyl)azetidine-1-carbonyl]-4,4a,5,7,8,8a-hexahydropyrido[4,3-b][1,4]oxazin-3-one